FC1=CC=C(O1)C=1C=CC(=C(C1)NC1=NC=NC2=CC(=C(C=C12)OC1CCN(CC1)C(C=C)=O)OC)OC 1-(4-((4-((5-(5-fluorofuran-2-yl)-2-methoxyphenyl)amino)-7-methoxyquinazolin-6-yl)oxy)piperidin-1-yl)prop-2-en-1-one